C12(CC3CC(CC(C1)C3)C2)C#CC2=NC(=NC(=N2)N[C@@H](C(F)(F)F)C)N[C@@H](C(F)(F)F)C 6-(((3R,5R,7R)-adamantan-1-yl)ethynyl)-N2,N4-bis((R)-1,1,1-trifluoropropan-2-yl)-1,3,5-triazine-2,4-diamine